C(C)(C)[C@@H]1N=C(N(C1)C1=CC=C(C=C1)C)C=1C=CC=C2C=CC=NC12 (S)-8-(4-isopropyl-1-(p-tolyl)-4,5-dihydro-1H-imidazol-2-yl)quinoline